FC(C1=NN(C(=C1)C(F)F)CC(=O)N1CCC(CC1)C=1SC=C(N1)C1=NO[C@@H](C1)C1=C(C=CC=C1)OCC#C)F |r| 2-[3,5-Bis(difluoromethyl)-1H-pyrazol-1-yl]-1-[4-(4-{(SR)-5-[2-(prop-2-yn-1-yloxy)phenyl]-4,5-dihydro-1,2-oxazol-3-yl}-1,3-thiazol-2-yl)piperidin-1-yl]ethanone